2,2-Diallyloxymethyl-1-hexanol C(C=C)OCC(CO)(CCCC)COCC=C